Methyl 5-amino-1H-benzo[d]imidazol-2-carboxylate NC1=CC2=C(NC(=N2)C(=O)OC)C=C1